(5-chloro-8-quinolinoxy)acetic acid-(1,3-dimethyl-but-1-yl)ester CC(CC(C)C)OC(COC=1C=CC(=C2C=CC=NC12)Cl)=O